Br[C@@H](C(=O)N)CC(C)C (R)-2-bromo-4-methylpentanamide